ClC1=CC2=C(C3=CC=CC=C3C(=C2C=C1)OC(=O)C1=CC2=CC=CC=C2C=C1)OC(=O)C1=CC2=CC=CC=C2C=C1 2-chloro-9,10-bis(2-naphthoyloxy)anthracene